[Li].[Fe] Iron-lithium